3-fluoro-3-(pyrrolidin-1-ylmethyl)azetidine-1-carboxylic acid tert-butyl ester C(C)(C)(C)OC(=O)N1CC(C1)(CN1CCCC1)F